benzyl rel-(3R,5R)-3,5-bis(hydroxymethyl)piperidine-1-carboxylate OC[C@H]1CN(C[C@@H](C1)CO)C(=O)OCC1=CC=CC=C1 |o1:2,6|